2-{3,3-dimethyl-2-oxa-8-azaspiro[4.5]dec-8-yl}aniline CC1(OCC2(C1)CCN(CC2)C2=C(N)C=CC=C2)C